5-(N-(2-(4-(2,5-Dimethylbenzoyl)piperazin-1-yl)phenyl)-N-phenethylsulfamoyl)3-methylbenzofuran-2-Carboxylic acid ethyl ester C(C)OC(=O)C=1OC2=C(C1C)C=C(C=C2)S(N(CCC2=CC=CC=C2)C2=C(C=CC=C2)N2CCN(CC2)C(C2=C(C=CC(=C2)C)C)=O)(=O)=O